chloro-3-(2,4,5-trifluoro-3-methoxyphenyl)-1-benzofuran-2-carboxylic acid ethyl ester C(C)OC(=O)C=1OC2=C(C1C1=C(C(=C(C(=C1)F)F)OC)F)C(=CC=C2)Cl